N1(C=NC=C1)CC1=C(C=C(C=C1)CC(=O)O)F 2-(4-((1H-imidazol-1-yl)methyl)-3-fluorophenyl)acetic acid